N-[(1S)-1-(4-cyano-2-fluorophenyl)ethyl]-2-methylpropane-2-sulfinamide C(#N)C1=CC(=C(C=C1)[C@H](C)NS(=O)C(C)(C)C)F